NCC1(C2CCN(CC12)C1=CN=C2C(=N1)NN=C2C2=C(C(=NC=C2)N)Cl)C2=NOC(=C2)C 4-[6-[7-(aminomethyl)-7-(5-methyl-1,2-oxazol-3-yl)-3-azabicyclo[4.1.0]heptan-3-yl]-1H-pyrazolo[3,4-b]pyrazin-3-yl]-3-chloropyridin-2-amine